N-(bicyclo[5.1.0]octan-4-yl(6-(((5R)-2-oxo-5-(trifluoromethyl)piperidin-3-yl)methyl)imidazo[1,2-b]pyridazin-2-yl)methyl)-1-ethyl-1H-pyrazole-5-carboxamide C12CCC(CCC2C1)C(NC(=O)C1=CC=NN1CC)C=1N=C2N(N=C(C=C2)CC2C(NC[C@@H](C2)C(F)(F)F)=O)C1